5-[4-{[(trans)-4-Hydroxycyclohexyl]amino}-3-(trifluoromethyl)phenyl]-3,6-dihydro-2H-1,3,4-oxadiazin-2-one O[C@@H]1CC[C@H](CC1)NC1=C(C=C(C=C1)C1=NNC(OC1)=O)C(F)(F)F